7-[[2-[4-[[7-(cyclopentylamino)-5-fluoro-4-oxo-3H-quinazolin-2-yl]methylsulfanyl]-1-piperidinyl]acetyl]amino]heptanoic acid ethyl ester C(C)OC(CCCCCCNC(CN1CCC(CC1)SCC1=NC2=CC(=CC(=C2C(N1)=O)F)NC1CCCC1)=O)=O